thieno[2,3-c]pyridin S1C=CC=2C1=CN=CC2